C[C@H]1N([C@H](COC1)C)CCN1C=NC2=CC=C(C=C2C1=O)OC1=CC(=NC=C1)C=1C=NN(C1)C 3-{2-[(3R,5S)-3,5-dimethylmorpholin-4-yl]ethyl}-6-{[2-(1-methylpyrazol-4-yl)-4-pyridyl]oxy}quinazolin-4-one